5-bromo-2-furoic acid, methyl ester BrC1=CC=C(O1)C(=O)OC